1-{6-[(piperidin-4-yl)amino]pyridin-2-yl}-2-(prop-2-en-1-yl)-6-{[4-(trifluoromethoxy)phenyl]amino}-1H,2H,3H-pyrazolo[3,4-d]pyrimidin-3-one N1CCC(CC1)NC1=CC=CC(=N1)N1N(C(C=2C1=NC(=NC2)NC2=CC=C(C=C2)OC(F)(F)F)=O)CC=C